5-(5-(cyclopropylamino)-2-azaspiro[3.3]heptan-2-yl)-N-(6-methoxy-2-methyl-2H-indazol-5-yl)pyrazine-2-carboxamide C1(CC1)NC1C2(CN(C2)C=2N=CC(=NC2)C(=O)NC2=CC3=CN(N=C3C=C2OC)C)CC1